FC1N(CCCC1)S(=O)(=O)C fluoro-1-(methylsulfonyl)piperidin